ClC1=C(C=CC=C1)N1N=C(C=C1C1=CC=C2C=NN(C2=C1)CC)COC(C(=O)OC)(C)C Methyl 2-([1-(2-chlorophenyl)-5-(1-ethyl-1H-indazol-6-yl)-1H-pyrazol-3-yl]methoxy)-2-methylpropanoate